3-(5-((trans)-2-aminocyclopropyl)pyridin-2-yl)-5-methoxybenzonitrile N[C@H]1[C@@H](C1)C=1C=CC(=NC1)C=1C=C(C#N)C=C(C1)OC